((1s,6s)-6-aminocyclohex-3-en-1-yl)-5-chloro-3-(pyridin-3-ylethynyl)-N-(thiophen-2-ylmethyl)thieno[3,2-b]pyridin-7-amine N[C@H]1CC=CC[C@@H]1C1=C(C2=NC(=CC(=C2S1)NCC=1SC=CC1)Cl)C#CC=1C=NC=CC1